O=C1N(CCOC1)[C@H]1C(=NN(C1)C(=O)N[C@H](C)C1=NC(=NO1)C)C1=CC=C(C=C1)C (R)-4-(3-oxomorpholin-4-yl)-3-(4-methylphenyl)-N-((R)-1-(3-methyl-1,2,4-oxadiazol-5-yl)ethyl)-4,5-dihydro-1H-pyrazole-1-carboxamide